bis-(2,6-diisopropylphenyl)butane-2,3-diimine C(C)(C)C1=C(C(=CC=C1)C(C)C)C(C(C(C)=N)=N)C1=C(C=CC=C1C(C)C)C(C)C